C1(CCCC1)N1C(C(=CC2=C1N=C(N=C2)NC2CCN(CC2)S(=O)(=O)C(C)C)C#N)=O 8-cyclopentyl-2-((1-(isopropylsulfonyl)piperidin-4-yl)amino)-7-oxo-7,8-dihydropyrido[2,3-d]pyrimidine-6-carbonitrile